C(C)(C)C1=C(NC2=CC=C(C=C12)C1CCN(CC1)CC(=O)N)C1=CC=C(C2=C1CCO2)OC 2-(4-(3-isopropyl-2-(7-methoxy-2,3-dihydrobenzofuran-4-yl)-1H-indol-5-yl)piperidin-1-yl)acetamide